C1(=CC=C(C=C1)OCC1=CC=C(C=N1)C=1OC(=NN1)C(F)F)C1=CC=CC=C1 2-(6-(([1,1'-biphenyl]-4-yloxy)methyl)pyridin-3-yl)-5-(difluoromethyl)-1,3,4-oxadiazole